NC=1C(=C(C=CC1)SC1=C(N=C(C(=N1)C(=O)OCC)N1CCC2([C@@H]([C@@H](OC2)C)NC(=O)OC(C)(C)C)CC1)C)Cl Ethyl 6-((3-amino-2-chlorophenyl) thio)-3-((3S,4S)-4-((tert-butoxycarbonyl) amino)-3-methyl-2-oxa-8-azaspiro[4.5]decan-8-yl)-5-methylpyrazine-2-carboxylate